N,N-diethylheptadecylamine C(C)N(CC)CCCCCCCCCCCCCCCCC